CC1=CC=C(C=N1)[C@H]1N(OCC1)C(=O)C1CCN(CC1)C1=CC(=NC=N1)C#N (S)-6-(4-(3-(6-Methylpyridin-3-yl)isoxazolidine-2-carbonyl)piperidin-1-yl)pyrimidine-4-carbonitrile